C(C)(C)(C)OC(NC12CC(C1)(C2)N2C=NC=C2)=O N-(3-imidazol-1-yl-1-bicyclo[1.1.1]pentanyl)carbamic acid tert-butyl ester